butanoic acid cyanomethyl ester C(#N)COC(CCC)=O